2-methanesulfonyl-6-methyl-8-[(1-methylpyrazol-4-yl)methyl]-5-[2-(triisopropylsilyl)ethynyl]pyrido[2,3-d]pyrimidin-7-one CS(=O)(=O)C=1N=CC2=C(N1)N(C(C(=C2C#C[Si](C(C)C)(C(C)C)C(C)C)C)=O)CC=2C=NN(C2)C